FC=1C=C(C=CC1OC1=CC=NC2=CC(=C(C=C12)C)C(NC)=O)NC(=O)C1(CC1)C(=O)NC1=CC=C(C=C1)F 1-N'-[3-fluoro-4-[6-methyl-7-(methylcarbamoyl)quinolin-4-yl]oxyphenyl]-1-N-(4-fluorophenyl)cyclopropane-1,1-dicarboxamide